[Br-].C(CCCCC)N1C(=[N+](C=C1)C)C 1-hexyl-2,3-dimethylimidazolium bromide